C(#N)\C=C/C1C(C1C(=O)O)(C)C (Z)-3-(2-cyanovinyl)-2,2-dimethyl-cyclopropanoic acid